C(C)N(C1=CC=C(C=C1)CC1=CC=C(C=C1)N(CC)CC)CC bis[4-(diethylamino)phenyl]methane